C1(=CC=CC2=CC=CC=C12)[C@H]1[C@@H](CNC1)C(=O)O Trans-4-(1-naphthyl)-pyrrolidine-3-carboxylic acid